C1(CCCC1)N1C(NC2=NC=CC(=C21)OC2=C(C=C(C=C2)NC(=O)C=2N=CN(C2C(F)(F)F)C2=CC=CC=C2)F)=O N-(4-((1-cyclopentyl-2-oxo-2,3-dihydro-1H-imidazo[4,5-b]pyridin-7-yl)oxy)-3-fluorophenyl)-1-phenyl-5-(trifluoromethyl)-1H-imidazole-4-carboxamide